C(C)(=O)C1=CC=C(C=C1)C=1C(=CC(=C2C(C=C(OC12)C1=CC=C(C=C1)OCC1=CC=CC=C1)=O)OC)OC 8-(4-acetylphenyl)-2-(4-(benzyloxy)phenyl)-5,7-dimethoxy-4H-chromen-4-one